(thiazol-2-ylamino)-2,3-dihydro-1H-indene-4-carboxamide S1C(=NC=C1)NC1CCC=2C(=CC=CC12)C(=O)N